C1(CC1)C1=CC=C(C(=N1)NC(C)C1COCC1)C#N 6-cyclopropyl-2-[1-(oxolan-3-yl)ethylamino]pyridine-3-carbonitrile